5-fluoro-1-((4aR,6R,7aS)-2-(6-methylheptyloxy)-2-oxotetrahydro-4H-furo[3,2-d][1,3,2]dioxaphosphorin-6-yl)pyrimidine-2,4(1H,3H)-dione FC=1C(NC(N(C1)[C@H]1C[C@@H]2OP(OC[C@H]2O1)(=O)OCCCCCC(C)C)=O)=O